ClC1=C(C(=NC=C1)Cl)I dichloro-3-iodopyridine